C(CCCCCCCCCCCCCCC)(=O)[O-].[Na+] sodium palmitate